FC(C=1N=CC=2N(C1)C(=CN2)C2=CC=CC(=N2)N[C@H]2CN(C[C@@H]2F)C(=O)OC(C)(C)C)F tert-butyl (3S,4S)-3-[[6-[6-(difluoromethyl)imidazo[1,2-a]pyrazin-3-yl]-2-pyridyl]amino]-4-fluoro-pyrrolidine-1-carboxylate